ClC1=CC(=C(C=C1)[C@@H]1N(C2=C(OC1)C=CC=C2C2CCN(CC2)CC2=NC=1C(=NC(=CC1)C(=O)O)N2C[C@H]2OCC2)C)F 2-((4-((S)-3-(4-chloro-2-fluorophenyl)-4-methyl-3,4-dihydro-2H-benzo[b][1,4]oxaAzin-5-yl)piperidin-1-yl)methyl)-3-(((S)-oxetan-2-yl)methyl)-3H-imidazo[4,5-b]pyridine-5-Carboxylic acid